2-((6aS)-8-(3-methylpiperidin-4-yl)-6,6a,7,8,9,10-hexahydro-5H-pyrazino[1',2':4,5]pyrazino[2,3-c]pyridazin-2-yl)phenol CC1CNCCC1N1C[C@H]2N(C=3C(=NN=C(C3)C3=C(C=CC=C3)O)NC2)CC1